2-(3,3-difluoropyrrolidine-1-carbonyl)-5-fluorobenzonitrile FC1(CN(CC1)C(=O)C1=C(C#N)C=C(C=C1)F)F